FC1=C(COC=2C=NC(=NC2)NC(=O)N2CCCC3=C(C=C(N=C23)C=O)C)C(=C(C=C1OC)OC)F N-(5-((2,6-difluoro-3,5-dimethoxybenzyl)oxy)pyrimidin-2-yl)-7-formyl-5-methyl-3,4-dihydro-1,8-naphthyridine-1(2H)-carboxamide